CN1C(=NC(=C1)NC(CCNC(=O)C=1NC=C(C1)NC(=O)C=1N(C=CN1)C)=O)C(=O)NC=1C=C(NC1)C(=O)OCC ethyl 4-[1-methyl-4-(3-{[4-(1-methylimidazole-2-amido)-1H-pyrrol-2-yl]formamido}propanamido)imidazole-2-amido]-1H-pyrrole-2-carboxylate